N=1C=NN2C1C=CC(=C2)C=2C=C(N1N=C(N=C(C12)OC)NC1CCC(CC1)(O)CC)[2H] (1r,4r)-4-((5-([1,2,4]triazolo[1,5-a]pyridin-6-yl)-4-methoxypyrrolo[2,1-f][1,2,4]triazin-2-yl-7-d)amino)-1-ethylcyclohexan-1-ol